NC1=C(SC2=NC(=CC=C21)C)C(=O)N[C@H]2COC1=C(C2)C=CC(=C1)N1C2COCC1CNC2 3-amino-6-methyl-N-[(3R)-7-{3-oxa-7,9-diazabicyclo[3.3.1]nonan-9-yl}-3,4-dihydro-2H-1-benzopyran-3-yl]thieno[2,3-b]pyridine-2-carboxamide